(S)-4-(3-(4-(tert-butoxycarbonyl)morpholin-2-yl)propionyl)-2,3,5-Trifluorobenzoic acid C(C)(C)(C)OC(=O)N1C[C@@H](OCC1)CCC(=O)C1=C(C(=C(C(=O)O)C=C1F)F)F